2-methyl-propanesulfonate CC(CS(=O)(=O)[O-])C